N-hexadecyl-2-methyl-3-hydroxypyridin-4-one C(CCCCCCCCCCCCCCC)N1C(=C(C(C=C1)=O)O)C